N1C(=NC=C1)C1CC2=CC=CC=C2C=C1 2-(1H-imidazol-2-yl)-1H-naphthalen